angelic acid methyl ester COC(\C(\C)=C/C)=O